6-(tert-butyl) 5-methyl (4aR,5S,7aR)-4a-allyl-1-benzyloctahydro-6H-pyrrolo[3,4-b]pyridine-5,6-dicarboxylate C(C=C)[C@@]12[C@@H](N(CCC1)CC1=CC=CC=C1)CN([C@@H]2C(=O)OC)C(=O)OC(C)(C)C